(S)-N-hydroxy-3-(quinolin-8-yl)-4-(tetrahydro-2H-pyran-4-carbonyl)-2,3,4,5-tetrahydrobenzo[f][1,4]oxazepine-8-carboxamide ONC(=O)C1=CC2=C(CN([C@H](CO2)C=2C=CC=C3C=CC=NC23)C(=O)C2CCOCC2)C=C1